(S)-2-(1-acryloyl-4-(4-((3-methyl-4-((1-methyl-1H-benzo[d][1,2,3]triazol-5-yl)oxy)phenyl)amino)pyrido[3,2-d]pyrimidin-6-yl)piperazin-2-yl)acetonitrile C(C=C)(=O)N1[C@H](CN(CC1)C=1C=CC=2N=CN=C(C2N1)NC1=CC(=C(C=C1)OC1=CC2=C(N(N=N2)C)C=C1)C)CC#N